N-(4-(cis-bicyclo[3.1.0]hexane-3-yloxy)-3,5-difluorophenyl)-5-((dimethylamino)methyl)-2-(3-ethyl-3-methoxyazetidin-1-yl)oxazole-4-carboxamide C12CC(CC2C1)OC1=C(C=C(C=C1F)NC(=O)C=1N=C(OC1CN(C)C)N1CC(C1)(OC)CC)F